N1C(CCC1)O[NH-] 2-pyrrolidinyloxyamide